2,5,8,11,14,17-hexaoxanonadec-an-19-amine COCCOCCOCCOCCOCCOCCN